tert-butyl 4-(3-((5-bromoimidazo[1,2-a]pyrazin-8-yl)amino)phenyl)piperazine-1-carboxylate BrC1=CN=C(C=2N1C=CN2)NC=2C=C(C=CC2)N2CCN(CC2)C(=O)OC(C)(C)C